FC1=CN=C2C[C@H](CNC2=C1)[C@@H](C1=CC=CC=C1)NCCC1=CC(=NC=C1)OC(C(=O)O)(C)C 2-{[4-(2-{[(S)-[(3R)-7-fluoro-1,2,3,4-tetrahydro-1,5-naphthyridin-3-yl](phenyl)methyl]amino}ethyl)pyridin-2-yl]oxy}-2-methylpropanoic acid